FC1=CC=CC(=N1)NS(=O)(=O)C1=NC(=CC=C1)C N-(6-fluoropyridin-2-yl)-6-methylpyridine-2-sulfonamide